(R)-1-(tert-butoxycarbonyl)-pyrrolidin C(C)(C)(C)OC(=O)N1CCCC1